COC=1C=CC(=NC1[N+](=O)[O-])C(=O)OC methyl 5-methoxy-6-nitro-pyridine-2-carboxylate